Ethyl 2-(3-cyanocyclobutylidene)acetate C(#N)C1CC(C1)=CC(=O)OCC